bis(4-(1-isocyanato-1-methylethyl) phenyl) carbonate C(OC1=CC=C(C=C1)C(C)(C)N=C=O)(OC1=CC=C(C=C1)C(C)(C)N=C=O)=O